C(C)(=O)O.N1C(=O)NC(=O)NC1=O cyanuric acid monoacetate